C(C)/C(/C(=O)OC1=NC=CC=C1C=1OC(=NN1)CNC1=CC=C(C=C1)F)=C\OCCC1=C2C=NN(C(C2=CC(=C1)Cl)=O)COCC[Si](C)(C)C (5-{[(4-fluorophenyl)amino]methyl}-1,3,4-oxadiazol-2-yl)pyridin-2-ol ethyl-(E)-3-(2-(7-chloro-1-oxo-2-((2-(trimethylsilyl)ethoxy)methyl)-1,2-dihydrophthalazin-5-yl)ethoxy)acrylate